ClC=1C2=C(N=CN1)C=C(C=N2)Cl 4,7-Dichloropyrido[3,2-d]pyrimidine